1-Ethyl-4-methyl-3-[2-methyl-4-(4-methylimidazol-1-yl)phenyl]sulfonyl-indole C(C)N1C=C(C2=C(C=CC=C12)C)S(=O)(=O)C1=C(C=C(C=C1)N1C=NC(=C1)C)C